3-FORMYLINDOLE-4-BORONIC ACID PINACOL ESTER C(=O)C1=CNC=2C=CC=C(C12)B1OC(C)(C)C(C)(C)O1